COC1(CCOCC1)CN[C@@H]1[C@@H](CCCC1)OC=1C=C2CN(C(C2=CC1)=O)C1C(NC(CC1)=O)=O 3-(5-(((1R,2S)-2-(((4-methoxytetrahydro-2H-pyran-4-yl)methyl)amino)cyclohexyl)oxy)-1-oxoisoindolin-2-yl)piperidine-2,6-dione